N-(4,4-difluorocyclohexyl)-2-(3-(1-fluoroethyl)-1H-pyrazol-1-yl)-6-methylpyrimidin-4-amine FC1(CCC(CC1)NC1=NC(=NC(=C1)C)N1N=C(C=C1)C(C)F)F